N(=[N+]=[N-])C[C@@H]1[C@H]([C@@H]([C@H]([C@@H](O1)N)O)O)O 6-azido-6-deoxy-β-D-glucopyranosylamine